O[C@@H]1[C@@H]2[C@@H]([C@@H](C3=CC4=C(OCO4)C=C13)C1=C(C(=C(C(=C1[2H])OC)OC)OC)[2H])C(OC2)=O (5R,5aR,8aR,9R)-9-hydroxy-5-(3,4,5-trimethoxyphenyl-2,6-d2)-5,8,8a,9-tetrahydrofuro[3',4':6,7]naphtho[2,3-d][1,3]dioxol-6(5aH)-one